2-tert-butyl-4-({3-[(1-oxidopyridin-3-yl)oxy]propyl}amino)-5-phenylisothiazol-3(2H)-one 1,1-dioxide C(C)(C)(C)N1S(C(=C(C1=O)NCCCOC=1C=[N+](C=CC1)[O-])C1=CC=CC=C1)(=O)=O